2-(7-amino-4-methyl-2-oxo-2H-chromen-3-yl)-N-(3-((3-((2-(4-methoxyphenyl)quinolin-4-yl)amino)propyl)methylamino)propyl)acetamide trihydrochloride Cl.Cl.Cl.NC1=CC=C2C(=C(C(OC2=C1)=O)CC(=O)NCCCN(C)CCCNC1=CC(=NC2=CC=CC=C12)C1=CC=C(C=C1)OC)C